N[C@@H](C(C([2H])([2H])[2H])(C([2H])([2H])[2H])O)C1=CC=C(C=C1)OC([C@@H](CCC)C)([2H])[2H] 2-((R)-amino(4-(((R)-2-methylpentyl-1,1-d2)oxy)phenyl)methyl)propan-1,1,1,3,3,3-d6-2-ol